ClC1=C(C=CC(=C1)Cl)C=1CCCC2=C(C1C1=CC=C(C=C1)O[C@@H]1CN(CC1)CCCF)C=CC(=C2)NS(=O)(=O)C(F)(F)F (S)-N-(8-(2,4-dichlorophenyl)-9-(4-((1-(3-fluoropropyl)pyrrolidin-3-yl)oxy)phenyl)-6,7-dihydro-5H-benzo[7]annulen-3-yl)-1,1,1-trifluoromethanesulfonamide